C(C)(C)C1=C(C=CC=C1)C1N(C(CN(C1)CC1=CC(=C(C(=C1)OC)OC)OC)=O)C1CC2(C1)CCN(CC2)C(=O)OC(C)(C)C Tert-butyl 2-(2-(2-isopropylphenyl)-6-oxo-4-(3,4,5-trimethoxybenzyl) piperazin-1-yl)-7-azaspiro[3.5]Nonane-7-carboxylate